2-chloro-6-(4-iodo-1H-imidazol-1-yl)pyridine ClC1=NC(=CC=C1)N1C=NC(=C1)I